6-chloro-N-(3-fluoro-4-((2-methyl-2H-indazol-6-yl)oxy)phenyl)pyrido[3,2-d]pyrimidin-4-amine ClC=1C=CC=2N=CN=C(C2N1)NC1=CC(=C(C=C1)OC=1C=CC2=CN(N=C2C1)C)F